2-bromo-5-oxo-12-oxa-3-thia-6-azatricyclo[6.4.1.04,13]Tridec-1,4(13),7-triene-7-carbaldehyde BrC1=C2OCCCC3=C(NC(C(S1)=C23)=O)C=O